C(C)(C)OC1=NN(C=C1NC=1N=CC2=C(N1)N(C(=C2)C#N)C2COC2)C 2-((3-Isopropoxy-1-methyl-1H-pyrazol-4-yl)amino)-7-(oxetan-3-yl)-7H-pyrrolo[2,3-d]pyrimidine-6-carbonitrile